4-fluoro-5-(methylsulfonyl)-2-(piperidin-1-yl)aniline FC1=CC(=C(N)C=C1S(=O)(=O)C)N1CCCCC1